OP(O)(=O)OP(=O)(O)O.N[C@@H](CCCCN)C(=O)O lysyl alcohol pyrophosphate